C1(=CC=CC=C1)NC(=O)NS(=O)(=O)F N-((phenylamino)carbonyl)sulfamoyl fluoride